5-(4-((5-methyl-1H-pyrazol-3-yl)amino)quinazolin-2-yl)pyridin CC1=CC(=NN1)NC1=NC(=NC2=CC=CC=C12)C=1C=CC=NC1